FC(C(=O)O)(F)F.C1NCC12CCN(CC2)C2=NC=NC1=CC=C(C=C21)C=2C=C(C(=NC2)OC)NS(=O)(=O)C2=C(C=C(C=C2F)F)F N-(5-(4-(2,7-diazaspiro[3.5]nonan-7-yl)quinazolin-6-yl)-2-methoxypyridin-3-yl)-2,4,6-trifluorobenzenesulfonamide trifluoroacetate salt